1-(3,5-difluoro-1H-pyrrolo[2,3-b]pyridin-4-yl)ethan-1-ol FC1=CNC2=NC=C(C(=C21)C(C)O)F